ClC=1C=NC(=C(C(=O)NC2CCC(CC2)CN2C(N(C3=C2C=CC=C3)CC3=C(C=CC=C3)CO)=O)C1)C 5-chloro-N-((1r,4r)-4-((3-(2-(hydroxymethyl)benzyl)-2-oxo-2,3-dihydro-1H-benzo[d]imidazol-1-yl)methyl)cyclohexyl)-2-methylnicotinamide